6,6-dimethyl-3-[3-(1H-pyrazol-1-yl)-N-(trifluoroacetyl)-L-alaninyl]-3-azabicyclo[3.1.0]Hexane-2-carboxamide CC1(C2CN(C(C12)C(=O)N)C([C@@H](NC(C(F)(F)F)=O)CN1N=CC=C1)=O)C